CC1=C2C(C(=CN(C2=NC(=C1)N1CC(C1)NS(=O)(=O)C=1C=NC=CC1)C1=NC=NS1)C(=O)O)=O 5-methyl-4-oxo-7-[3-(pyridine-3-sulfonylamino)azetidin-1-yl]-1-(1,2,4-thiadiazol-5-yl)-1,4-dihydro-1,8-naphthyridine-3-carboxylic acid